COC1=C(C=C(CNC(=O)C2=NNC=N2)C=C1)C(F)(F)F N-(4-methoxy-3-(trifluoromethyl)benzyl)-1H-1,2,4-triazole-3-carboxamide